(3R,4S,8R,9S)-3,4-dihydroxy-N-(4-methoxyphenyl)-9-[4-(2-phenylethynyl)phenyl]-1,6-diazabicyclo[6.2.0]decane-6-carboxamide O[C@@H]1CN2C[C@@H]([C@@H]2CN(C[C@@H]1O)C(=O)NC1=CC=C(C=C1)OC)C1=CC=C(C=C1)C#CC1=CC=CC=C1